O=C1C2=C(C=NN1)N=C(N=C2NC2=CC=C(C=C2)N2CCN(CCC2)CC(=O)O)N2CCCCC2 2-(4-(4-((5-oxo-2-(piperidin-1-yl)-5,6-dihydropyrimido[4,5-d]pyridazin-4-yl)amino)phenyl)-1,4-diazepan-1-yl)acetic acid